(tert-butoxy)-N,N-bis(4-methoxybenzyl)isoquinolin-3-amine C(C)(C)(C)OC1=NC(=CC2=CC=CC=C12)N(CC1=CC=C(C=C1)OC)CC1=CC=C(C=C1)OC